(S)-1-(3-benzyl-1,2,4-oxadiazol-5-yl)-5-((tert-butoxycarbonyl)amino)pentane-1-amine 4-methylbenzenesulfonate CC1=CC=C(C=C1)S(=O)(=O)O.C(C1=CC=CC=C1)C1=NOC(=N1)[C@H](CCCCNC(=O)OC(C)(C)C)N